CC1=C(C=C(C=C1)NC(OC(C)(C)C)=O)NC=1C=C2C(N(C=NC2=CC1)C)=O Tert-butyl (4-methyl-3-((3-methyl-4-oxo-3,4-dihydroquinazolin-6-yl)amino)phenyl)carbamate